COC(CC=1C=NC(=CC1)C1=NN(C(=C1C#N)N)C(C)C)=O 2-[6-(5-amino-4-cyano-1-isopropyl-pyrazol-3-yl)-3-pyridinyl]acetic acid methyl ester